5-((4-Chloro-2-fluorobenzyl)thio)-6-(2-methoxypyrimidin-5-yl)thiazolo[4,5-d]pyrimidin-7(6H)-one ClC1=CC(=C(CSC=2N(C(C3=C(N2)N=CS3)=O)C=3C=NC(=NC3)OC)C=C1)F